boronic acid, hydrochloride salt Cl.B(O)O